CC(C)[Si](OC)(OC)OC 2-propyl-trimethoxysilane